FC=1C=C(C=C(C1)F)[C@@H]1CCN2N1C(C1(C2)CCN(CC1)C1=NC=C(C=N1)C#N)=O (S)-2-(7'-(3,5-difluorophenyl)-1'-oxodihydro-1'H,3'H,5'H-spiro[piperidine-4,2'-pyrazolo[1,2-a]pyrazol]-1-yl)pyrimidine-5-carbonitrile